CC1=CC=C(CN2C=3N=C(NC(C3N=C2)=O)N)C=C1 9-(4-Methylbenzyl)guanine